4-[[3-(3-fluoro-4-methoxy-phenyl)imidazo[1,2-a]pyrazin-8-yl]amino]-2-methyl-benzoic acid FC=1C=C(C=CC1OC)C1=CN=C2N1C=CN=C2NC2=CC(=C(C(=O)O)C=C2)C